1-((S)-6-((1r,4r)-4-(methoxymethoxy)-4-methylcyclohexyl)-4-methyl-5,6-dihydro-4H-isoxazolo[5,4-e]indazol-3-yl)ethan-1-one COCOC1(CCC(CC1)N1N=CC=2C3=C([C@H](CC12)C)C(=NO3)C(C)=O)C